CC1=C(C=C(C(=C1)OC1=CC=CC=C1)C)N=CN(C)CC N'-(2,5-Dimethyl-4-phenoxyphenyl)-N-ethyl-N-methylimidoformamid